(S)-7-chloro-4-(2-(hydroxymethyl)-azetidin-1-yl)-1-phenylquinazolin-2(1H)-one ClC1=CC=C2C(=NC(N(C2=C1)C1=CC=CC=C1)=O)N1[C@@H](CC1)CO